CC=1C=C(C=CC1OC1=CC2=C(N(N=N2)C)C=C1)NC1=NC=NC2=C1N=C(N=C2)N2C[C@H](CCC2)NC(C=C)=O (S)-N-(1-(8-((3-methyl-4-((1-methyl-1H-benzo[d][1,2,3]triazol-5-yl)oxy)phenyl)amino)pyrimido[5,4-d]pyrimidin-2-yl)piperidin-3-yl)acrylamide